BrC1=CC(=C2C(=NN(C2=C1)S(=O)(=O)C1=CC=C(C=C1)C)C)F 6-bromo-4-fluoro-3-methyl-1-(p-tolylsulfonyl)indazole